C(C)C1=CC=C(C=C1)P(C1=CC=C(C=C1)CC)C1=CC=C(C=C1)CC tri(p-ethylphenyl)phosphine